C(CCC)C1=CC=C(C=C1)C(=O)C1=CC(=C(C=C1)OC)OC (4-butyl-phenyl)(3,4-dimethoxy phenyl) ketone